FC1(CCC(CC1)(O)CNC(=O)C=1OC2=C(C=C(C=C2C(C1)=O)F)O)F N-((4,4-difluoro-1-hydroxycyclohexyl)methyl)-6-fluoro-8-hydroxy-4-oxo-4H-chromene-2-carboxamide